tert-Butyl (R)-4-(7-(4-chloropyridin-2-yl)-5-(dimethylamino)-7H-pyrrolo[2,3-d]pyrimidin-4-yl)-2-methylpiperazine-1-carboxylate ClC1=CC(=NC=C1)N1C=C(C2=C1N=CN=C2N2C[C@H](N(CC2)C(=O)OC(C)(C)C)C)N(C)C